BrC=1C(=C(C(=CC1)F)C(CC)O)OC 1-(3-Bromo-6-fluoro-2-methoxyphenyl)propan-1-ol